P(=O)(O)(O)O.O=C(C[C@@H](CC1=C(C=C(C(=C1)F)F)F)N)N1CC=2N(CC1)C(=NN2)C(F)(F)F (2R)-4-oxo-4-[3-(trifluoromethyl)-5,6-dihydro[1,2,4]triazolo[4,3-a]pyrazin-7(8H)-yl]-1-(2,4,5-trifluorophenyl)butan-2-amine phosphate